1H-pyrazolo[3,4-d]pyrimidin-4-amine 2,2,2-trifluoroacetate FC(C(=O)O)(F)F.N1N=CC=2C1=NC=NC2N